2-(3,3-difluoro-4-(((5-fluoro-6-(3-(4-(trifluoromethyl)phenyl)morpholino)pyrimidin-4-yl)amino)methyl)piperidin-1-yl)acetamide FC1(CN(CCC1CNC1=NC=NC(=C1F)N1C(COCC1)C1=CC=C(C=C1)C(F)(F)F)CC(=O)N)F